2-[3-(2-methoxy-4-methylsulfonyl-anilino)prop-1-ynyl]-N-(4-piperidyl)-1-(2,2,2-trifluoroethyl)indol-4-amine hydrochloride Cl.COC1=C(NCC#CC=2N(C=3C=CC=C(C3C2)NC2CCNCC2)CC(F)(F)F)C=CC(=C1)S(=O)(=O)C